(3-fluorophenyl)N-(2-(4-methylpiperazin-1-yl)ethyl)-5-phenyloxazole-4-carboxamide FC=1C=C(C=CC1)C=1OC(=C(N1)C(=O)NCCN1CCN(CC1)C)C1=CC=CC=C1